4-methyl-6-(4,4,5,5-tetramethyl-1,3,2-dioxaborolan-2-yl)-3,4-dihydro-2H-benzo[b][1,4]oxazin-2-one CN1C2=C(OC(C1)=O)C=CC(=C2)B2OC(C(O2)(C)C)(C)C